6-(3-(2-((1,5-dimethyl-1H-pyrazol-3-yl)amino)-5-methylpyrimidin-4-yl)-1H-indol-7-yl)-4-(1,2,3,6-tetrahydropyridin-4-yl)-5,6-dihydro-7H-pyrrolo[3,4-b]pyridin-7-one CN1N=C(C=C1C)NC1=NC=C(C(=N1)C1=CNC2=C(C=CC=C12)N1C(C2=NC=CC(=C2C1)C=1CCNCC1)=O)C